prop-2-enyl (3S)-3-[[(2S)-2-[9H-fluoren-9-ylmethoxycarbonyl(methyl)amino]-3-methylbutanoyl]-methylamino]-4-oxo-4-piperidin-1-ylbutanoate C1=CC=CC=2C3=CC=CC=C3C(C12)COC(=O)N([C@H](C(=O)N([C@@H](CC(=O)OCC=C)C(N1CCCCC1)=O)C)C(C)C)C